6,6'-sulfonylbis(2-(2H-benzotriazol-2-yl)-4-(2,4,4-trimethylpent-2-yl)phenol) S(=O)(=O)(C1=CC(=CC(=C1O)N1N=C2C(=N1)C=CC=C2)C(C)(CC(C)(C)C)C)C2=CC(=CC(=C2O)N2N=C1C(=N2)C=CC=C1)C(C)(CC(C)(C)C)C